sodium propane-2-thiolate CC(C)[S-].[Na+]